FC1=CC=C(CN(C2C[C@@H](N(C[C@H]2C)C2=CC(N(C=3C=CC(=NC23)C#N)C)=O)C)C)C=C1 8-((2S,5R)-4-((4-Fluorobenzyl)(methyl)amino)-2,5-dimethylpiperidin-1-yl)-5-methyl-6-oxo-5,6-dihydro-1,5-naphthyridin-2-carbonitril